ClC1=CC(=C(C=C1)C1=NC(=NC2=C1N=C(N(C2=O)C)C)N2C[C@H](O[C@@H](C2)C)C=2C=NN(C2)C2CC2)F 8-(4-chloro-2-fluoro-phenyl)-6-[(2R,6R)-2-(1-cyclopropylpyrazol-4-yl)-6-methyl-morpholin-4-yl]-2,3-dimethyl-pyrimido[5,4-d]pyrimidin-4-one